ClC1=C2N=CN(C2=NC(=N1)N)CC1=NC=C(C(=C1C)OC)C [6-Chloro-9-(4-methoxy-3,5-dimethylpyridin-2-ylmethyl)-9H-purin-2-yl]amine